4-((((9H-fluoren-9-yl)methoxy)carbonyl)amino)butyric acid C1=CC=CC=2C3=CC=CC=C3C(C12)COC(=O)NCCCC(=O)O